COCCOCCN 2-(2-methoxyethoxy)ethylamine